5-(5,6,7,8-tetrahydro-1,8-naphthyridin-2-yl)pentanoic acid methyl ester COC(CCCCC1=NC=2NCCCC2C=C1)=O